C(#N)C1(CC1)C1=CC=C(C=C1)C=1C=C(C(=NC1)C(=O)O)SCC 5-[4-(1-cyanocyclopropyl)phenyl]-3-(ethylsulfanyl)pyridine-2-carboxylic acid